C(#N)C1=C(C=CC(=C1)OCCN1CCOCC1)NC([C@@H]1N(CCC1)C(=O)C1(CCCC1)C1=CC=C(C=C1)OC)=O N-{2-Cyano-4-[2-(morpholin-4-yl)ethoxy]phenyl}-1-{[1-(4-methoxyphenyl)cyclopentyl]carbonyl}-D-prolinamide